1,4-bis[(2-hydroxyethyl)amino]-9,10-anthracenedione OCCNC1=CC=C(C=2C(C3=CC=CC=C3C(C12)=O)=O)NCCO